L-alpha-aspartyl-L-prolyl-N-[2-(ethoxymethyl)-1-(2-hydroxy-2-methylpropyl)-1H-imidazo[4,5-c]quinolin-4-yl]-L-valinamide trifluoroacetate FC(C(=O)O)(F)F.N[C@@H](CC(O)=O)C(=O)N1[C@@H](CCC1)C(=O)N[C@@H](C(C)C)C(=O)NC1=NC=2C=CC=CC2C2=C1N=C(N2CC(C)(C)O)COCC